C(CCCCCCCCC)[Si](N[Si](CCCCCCCCCC)(C)C)(C)C 1,3-didecyl-tetramethyl-disilazane